[PH2](O)=O.C1(=CC=CC=C1)C=1C(=NC=CC1)[Na] phenyl-(pyridin-2-yl)sodium phosphinate